ClC1=CC2=C(N=C3N2[C@H]2C4=C(C(N([C@@H]3C2)C([2H])([2H])[2H])=O)C=CC=C4C#C[Si](C(C)C)(C(C)C)C(C)C)C=C1 (7R,14R)-11-chloro-6-(methyl-d3)-1-((triisopropylsilyl)ethynyl)-6,7-dihydro-7,14-methanobenzo[f]benzo[4,5]imidazo[1,2-a][1,4]diazocin-5(14H)-one